FC(C(=O)O)(F)F.FC(C(=O)O)(F)F.NC1=CC=C(C(=N1)C)CNC([C@H](C)NC(=O)[C@@H]1NC[C@H](C1)CC=1SC(=C(C1)Br)Br)=O (2R,4R)-N-((S)-1-(((6-amino-2-methylpyridin-3-yl)methyl)amino)-1-oxopropan-2-yl)-4-((4,5-dibromothien-2-yl)methyl)pyrrolidine-2-carboxamide bis-trifluoroacetate